FC(C1=C(C=CC(=C1)C(F)(F)F)[C@@H](C)N1N=CC(=C1)NC(=O)C1=C(N=C(S1)C1=NC=CC=C1)C)(F)F |r| (R) and (S)-N-(1-(1-(2,4-bis(trifluoromethyl)phenyl)ethyl)-1H-pyrazol-4-yl)-4-methyl-2-(pyridin-2-yl)thiazole-5-carboxamide